CN1C(=CC=C1)CNC1=CC=2OC(C(=CC2S1)C(=O)O)=O 2-[(1-Methyl-1H-pyrrol-2-ylmethyl)-amino]-5-oxo-5H-thieno[3,2-b]pyran-6-carboxylic acid